(1-(2-Bromo-5-methylphenoxy)cyclopropyl)methanol BrC1=C(OC2(CC2)CO)C=C(C=C1)C